6,8-difluoro-4-oxo-chromene-2-carboxylic acid FC=1C=C2C(C=C(OC2=C(C1)F)C(=O)O)=O